FC1=CC(=C(C(=C1)C(C)C)NC(=O)NS(=O)(=O)/C=C/[C@]1(N(CCC1)C(=O)OC(C)(C)C)C)C(C)C tert-butyl (S,E)-2-(2-(N-((4-fluoro-2,6-diisopropylphenyl)carbamoyl)sulfamoyl)vinyl)-2-methylpyrrolidine-1-carboxylate